7-Bromo-4-(methylthio)pyrrolo[2,1-f][1,2,4]triazine BrC1=CC=C2C(=NC=NN21)SC